BrC1=CC=2C3=C(C=NC2C=C1)N(C(N3C3=CC(=C(C=C3)N3CCC(CC3)CO)C(F)(F)F)=O)C 8-bromo-1-(4-(4-(hydroxymethyl)piperidin-1-yl)-3-(trifluoromethyl)phenyl)-3-methyl-1,3-dihydro-2H-imidazo[4,5-c]quinolin-2-one